C(C(C)C)NC1=NC(=NC(=N1)N)N Isobutyl-melamine